CS(=O)(=O)N1CCNCC1 1-(methyl-sulfonyl)piperazine